C(#C)C1=CC=C(C=C1)C=O 4-ethynylbenzene-1-carbaldehyde